CN(C(OC(C)(C)C)=O)C\C=C\C(=O)NC1CCC(CC1)NC(=O)C=1SC=2N=CC=C3N(C(NC1C23)=O)C2=C(C=C(C=C2)OC2=CC=CC=C2)C tert-Butyl methyl((E)-4-(((1S,4S)-4-(5-(2-methyl-4-phenoxyphenyl)-4-oxo-4,5-dihydro-3H-1-thia-3,5,8-triazaacenaphthylene-2-carboxamido)cyclohexyl)amino)-4-oxobut-2-en-1-yl)carbamate